8-(azetidin-1-yl)-3,4-dimethylpyrimidino[4',5':4,5]thieno[2,3-c]pyridazine N1(CCC1)C1=NC=NC2=C1SC=1N=NC(=C(C12)C)C